1,2,3-trithian S1SSCCC1